C(C(C)C)OC1=C(C(=CC(=C1)C1=NC=2C(=NC=CC2)N1CC(C)C)O)O 3-isobutoxy-5-(3-isobutyl-3H-imidazo[4,5-b]pyridin-2-yl)benzene-1,2-diol